FC1(C(C2=C(C(=C=C=C12)OC=1C=C(C(=O)N)C=C(C1)Cl)I)O)F 3-(8,8-difluoro-7-hydroxy-5-iodobicyclo[4.2.0]oct-1,3,5-triene-2-enyloxy)-5-chlorobenzamide